(S,E)-Methyl-6-(benzo[b]thiophen-2-carboxamido)-7-(1-(2-(2-adamantylamino)-2-oxoethyl)-2-oxo-1,2-dihydropyridin-3-ylamino)-7-oxohept-2-enoat COC(\C=C\CC[C@@H](C(=O)NC=1C(N(C=CC1)CC(=O)NC1C2CC3CC(CC1C3)C2)=O)NC(=O)C2=CC3=C(S2)C=CC=C3)=O